ClC=1N=C(C2=C(N1)C(=C(N=C2)Cl)F)OCC[Si](C)(C)C 2,7-dichloro-8-fluoro-4-(2-(trimethylsilyl)ethoxy)pyrido[4,3-d]pyrimidine